FC(CN1C(=NC=2C1=NC(=CC2)C=2C=CN1N=C(N=CC12)NC[C@@H](C)O)C)F (R)-1-((5-(3-(2,2-Difluoroethyl)-2-methyl-3H-imidazo[4,5-b]pyridin-5-yl)pyrrolo[2,1-f][1,2,4]triazin-2-yl)amino)propan-2-ol